2-((2,6-dimethylbenzo[d]thiazol-5-yl)amino)-5-methyl-8-(tetrahydro-2H-pyran-4-yl)-7,8-dihydropteridin-6(5H)-one CC=1SC2=C(N1)C=C(C(=C2)C)NC2=NC=1N(CC(N(C1C=N2)C)=O)C2CCOCC2